N-phenyl-carbamic acid (dioctylphenyl) ester C(CCCCCCC)C=1C(=C(C=CC1)OC(NC1=CC=CC=C1)=O)CCCCCCCC